C(C)(C)N(C(C)C)P(OCCCNC(=O)OC1C[C@@H]2[C@H]([C@H]([C@H](C1)[N+]2(C)C)OC(C)=O)OC(C2=CC=C(C=C2)OC)(C2=CC=C(C=C2)OC)C2=CC=C(C=C2)OC)([O-])[O-] (1R,5S,6S,7R)-3-[[[[7-(tris(4-methoxyphenyl)methoxy)-6-acetoxy-8,8-dimethyl-8-azoniabicyclo[3.2.1]octan-3-yl]oxy]carbonyl]amino]propyl (N,N-diisopropylamino)phosphite